(3-endo-hydroxy-8-azabicyclo[3.2.1]octan-8-yl)methanone OC1CC2CCC(C1)N2C=O